CN(CC=CC(=O)NC1=CC=C(C(=O)N)C=C1)C 4-(4-(dimethylamino)but-2-enamido)benzamide